FC(C(O)C1=CC=C(C=C1)NC)F 2,2-difluoro-1-(4-(methylamino)phenyl)ethane-1-ol